(R)-3-amino-N-(2-(4-((3-(1-(cyanomethyl)-3-(trifluoromethyl)-1H-pyrazol-4-yl)imidazo[1,2-a]pyrazin-8-yl)amino)-2-ethylbenzamido)ethyl)pyrrolidine-1-carboxamide N[C@H]1CN(CC1)C(=O)NCCNC(C1=C(C=C(C=C1)NC=1C=2N(C=CN1)C(=CN2)C=2C(=NN(C2)CC#N)C(F)(F)F)CC)=O